C(CCC)[Si](C)(C)OCC1OCC=C1 butyl((2,5-dihydrofuran-2-yl)methoxy)dimethylsilane